tert-butyl-N-[4-(tert-butoxycarbonylamino)-5-[[2-(2-hydroxyethylamino)-2-oxo-ethyl]amino]-5-oxo-pentyl]carbamate C(C)(C)(C)OC(NCCCC(C(=O)NCC(=O)NCCO)NC(=O)OC(C)(C)C)=O